Cyanomethyl 2-((tert-butoxycarbonyl)(propyl)amino)acetate C(C)(C)(C)OC(=O)N(CC(=O)OCC#N)CCC